C(CSSCC[C@H](CS(=O)[O-])N)SSCC[C@H](CS(=O)[O-])N.[Na+].[Na+] sodium (2R,2'R)-4,4'-(ethane-1,2-diylbis(disulfanediyl))bis(2-aminobutane-1-sulfinate)